(R)-2-(1-(2-ethyl-6-(5-(hydroxymethyl)-1-methyl-1H-1,2,3-triazol-4-yl)pyridin-3-yl)piperidin-3-yl)acetic acid allyl ester C(C=C)OC(C[C@@H]1CN(CCC1)C=1C(=NC(=CC1)C=1N=NN(C1CO)C)CC)=O